N-(2',6'-dihydroxy-[1,1'-biphenyl]-2-yl)acetamide OC1=C(C(=CC=C1)O)C1=C(C=CC=C1)NC(C)=O